tert-butyl 1-(6-bromopyridin-3-yl)-3-(cyanomethyl)-1,4,6,7-tetrahydro-5H-pyrazolo[4,3-c]pyridine-5-carboxylate BrC1=CC=C(C=N1)N1N=C(C=2CN(CCC21)C(=O)OC(C)(C)C)CC#N